1-(nonylamino)methanamide C(CCCCCCCC)NC(=O)N